CC1=C(C=CC=C1C)N1CCN(CC1)C(CN1N=C(C=2CCCCC12)C(=O)N1CCC(CC1)(CO)F)=O 1-(4-(2,3-Dimethylphenyl)piperazin-1-yl)-2-(3-(4-fluoro-4-(hydroxymethyl)piperidin-1-carbonyl)-4,5,6,7-tetrahydro-1H-indazol-1-yl)ethanon